Cl.CN methanamine, hydrochloride salt